(3R)- and (3S)-3-Cyclopentyl-3-[5-(7-[2-(trimethylsilyl)ethoxy]methyl-7H-pyrrolo[2,3-d]pyrimidin-4-yl)-1,3-oxazol-2-yl]propanenitrile C1(CCCC1)[C@@H](CC#N)C=1OC(=CN1)C=1C2=C(N=CN1)N(C=C2)COCC[Si](C)(C)C |r|